3-(6-amino-3-methyl-1-oxo-3,4-dihydro-phthalazin-2(1H)-yl)piperidine-2,6-dione NC=1C=C2CN(N(C(C2=CC1)=O)C1C(NC(CC1)=O)=O)C